C(#N)C1=C(C=CC(=C1)C(F)(F)F)N1CCC(CC1)(C(=O)NC1CN(C1)C)C=1C=CC(=NC1)C=1C(=NC=CC1)OCC 1-[2-cyano-4-(trifluoromethyl)phenyl]-4-{2'-ethoxy-[2,3'-bipyridin]-5-yl}-N-(1-methylazetidin-3-yl)piperidine-4-carboxamide